F[C@H]1[C@H](C1)C(=O)NC1=NC=C2C=C(C=3N(C2=C1)C=CN3)C=3C=NC(=CC3C)[C@](CCC)([2H])O (1R,2R)-2-fluoro-N-(4-(6-((R)-1-hydroxybutyl-1-d)-4-methylpyridin-3-yl)imidazo[1,2-a][1,6]naphthyridin-8-yl)cyclopropane-1-carboxamide